tert-butyl rac-2-amino-2-cyclopropylacetate N[C@@H](C(=O)OC(C)(C)C)C1CC1 |r|